C(C)(C)(C)OC(=O)N1C(COCCC1)C1=C(C=C(C=C1)N)Cl 3-(4-amino-2-chloro-phenyl)-1,4-oxazepan-4-carboxylic acid tert-butyl ester